C(C)(C)(C)C1CCN(CC1)C=1C=NC(=C(C1)C=1N=NNN1)C1=CC(=C(C=C1)OC)OC 4-(tert-butyl)-N-(6-(3,4-dimethoxyphenyl)-5-(2H-tetrazol-5-yl)pyridin-3-yl)piperidine